3-(ethyliminomethylideneamino)-N,N-dimethylpropan-1-amine, hydrochloride Cl.C(C)N=C=NCCCN(C)C